(2S)-2-[(2S)-3-(3,5-difluorophenyl)-2-acetamidopropionylamino]-5,5-dimethylhexanoic acid FC=1C=C(C=C(C1)F)C[C@@H](C(=O)N[C@H](C(=O)O)CCC(C)(C)C)NC(C)=O